C(C)(C)C1OC2=C(N(C1)C)C=C(C=C2C=2C1=C(C(N(C2)C)=O)NC=C1)OC 4-(2-isopropyl-6-methoxy-4-methyl-3,4-dihydro-2H-1,4-benzoxazin-8-yl)-6-methyl-1,6-dihydro-7H-pyrrolo[2,3-c]pyridin-7-one